tert-butyl (R)-(cyclopropylmethyl)(1-(6-(3-(4-(6-cyclopropylpyrazin-2-yl)-1H-1,2,3-triazol-1-yl)oxetan-3-yl)pyridin-3-yl)piperidin-3-yl)carbamate C1(CC1)CN(C(OC(C)(C)C)=O)[C@H]1CN(CCC1)C=1C=NC(=CC1)C1(COC1)N1N=NC(=C1)C1=NC(=CN=C1)C1CC1